O=C(CC1=C2C(=C3N(C(C2=CC=C1)=O)CC1=CC=CC=C13)C1=CC=CC=C1)C=1SC=CC1 (2-oxo-2-(thiophen-2-yl)ethyl)-12-phenylisoindolo[2,1-b]isoquinolin-5(7H)-one